2-[bis(2-hydroxyethyl) amino]ethyl 3-{4-[(1S,4S,5R)-5-{[5-cyclopropyl-3-(2,6-dichlorophenyl)-1,2-oxazol-4-yl]methoxy}-2-azabicyclo[2.2.1]heptan-2-yl]-3-fluorophenyl}propanoate C1(CC1)C1=C(C(=NO1)C1=C(C=CC=C1Cl)Cl)CO[C@H]1[C@@H]2CN([C@H](C1)C2)C2=C(C=C(C=C2)CCC(=O)OCCN(CCO)CCO)F